(3,4,5-tribromopyrazolyl)copper borate B([O-])([O-])[O-].BrC1=NN(C(=C1Br)Br)[Cu+].BrC1=NN(C(=C1Br)Br)[Cu+].BrC1=NN(C(=C1Br)Br)[Cu+]